C(=O)(O)C=1C=C(C=CC1)C[NH3+] (3-carboxyphenyl)methylammonium